3-cyanoazetidine hydrochloride Cl.C(#N)C1CNC1